C(C)(C)(C)C1C(CCCC1)=O 2-(tert-butyl)cyclohexanone